C1(CC1)COC1=NC=2N(CC(=NC2C=N1)C1=CC2=CN(N=C2C=C1)C)C1=CC=C(C=C1)OC(F)F 2-(cyclopropylmethoxy)-8-(4-(difluoromethoxy)phenyl)-6-(2-methyl-2H-indazol-5-yl)pteridine